4-[5-[4-(benzyloxycarbonylamino)-2-(tert-butylsulfamoyl)phenyl]Thiazol-2-yl]Piperazine-1-carboxylic acid isopropyl ester C(C)(C)OC(=O)N1CCN(CC1)C=1SC(=CN1)C1=C(C=C(C=C1)NC(=O)OCC1=CC=CC=C1)S(NC(C)(C)C)(=O)=O